P(=O)([O-])([O-])[O-].P(=O)([O-])([O-])[O-].[Zn+2].[Zn+2].[Zn+2] trizinc bis-orthophosphate